6-(2-(2,4-Difluorophenyl)-5,6-dihydro-4H-pyrrolo[1,2-b]pyrazol-3-yl)quinoline FC1=C(C=CC(=C1)F)C=1C(=C2N(N1)CCC2)C=2C=C1C=CC=NC1=CC2